(2-amino-3-(3-((6-(pyrimidin-2-ylmethoxy)pyridin-3-yl)methyl)isoxazol-5-yl)pyridin-1-ium-1-yl)methyl hydrogen phosphate P(=O)(OC[N+]1=C(C(=CC=C1)C1=CC(=NO1)CC=1C=NC(=CC1)OCC1=NC=CC=N1)N)(O)[O-]